O=C1NC(CCC1N1C(C2=CC=C(C=C2C1)CNC(C(C1=CC=C(C=C1)S(=O)(=O)C)(F)F)=O)=O)=O N-((2-(2,6-dioxopiperidin-3-yl)-1-oxoisoindolin-5-yl)methyl)-2,2-difluoro-2-(4-(methylsulfonyl)phenyl)acetamide